O1C(=NC=C1)C1=CC=C(C=C1)NC(C1=CN=CC=C1)=O N-(4-(oxazol-2-yl)phenyl)nicotinamide